C(C)(=O)OC[C@@H]1O[C@@H]([C@@H]([C@H]([C@H]1CC(=O)O)CC(=O)O)CC(=O)O)OC1=C(C=CC=C1)O (2R,3R,4S,5R,6R)-2-(acetoxymethyl)-6-(2-hydroxyphenoxy)tetrahydro-2H-pyran-3,4,5-triacetic acid